4,7-dichloro-6-(4-isopropylpiperazin-1-yl)pyrido[2,3-d]-pyrimidine ClC=1C2=C(N=CN1)N=C(C(=C2)N2CCN(CC2)C(C)C)Cl